6-{8-[3-(1,3-benzothiazole-7-sulfonyl)propanoyl]-8-azabicyclo[3.2.1]octan-3-yl}pyridine-3-carbonitrile S1C=NC2=C1C(=CC=C2)S(=O)(=O)CCC(=O)N2C1CC(CC2CC1)C1=CC=C(C=N1)C#N